N(=[N+]=[N-])CC1=CNC2=CC(=CC=C12)OC(C)C 3-(azidomethyl)-6-isopropoxy-1H-indole